3-bromo-5-isopropenyl-1-[4-(trifluoromethoxy)phenyl]pyrazole BrC1=NN(C(=C1)C(=C)C)C1=CC=C(C=C1)OC(F)(F)F